6-methyl-7-carbonyl-4-(1-phenylethyl)-N-(1H-pyrazol-4-yl)-6,7-dihydro-1H-pyrrolo[2,3]pyridin-2-carboxamide CC1CN(C2=C(C1=C=O)NC(=C2)C(=O)NC=2C=NNC2)C(C)C2=CC=CC=C2